C(C)(C)(C)OC(=O)N1C(CCCC1)C(C)(C)S(=O)(=O)C1=CC(=CC=C1)F (2-((3-fluorophenyl)sulfonyl)propan-2-yl)piperidine-1-carboxylic acid tert-butyl ester